CN([C@H]1CN(CC1)C=1C=CC(=C(C(=O)N[C@H](C)C2=CC(=NC3=CC=CC=C23)C2=NN(C=C2)C)C1)C)C 5-((R)-3-(dimethylamino)pyrrolidin-1-yl)-2-methyl-N-((R)-1-(2-(1-methyl-1H-pyrazol-3-yl)quinolin-4-yl)ethyl)benzamide